O=C(CN1C(NC=2C1=NC=CC2)=O)C=2SC=CC2 2-oxo-2-(2-thienyl)ethyl-3H-imidazo[4,5-b]pyridin-2-one